dihydrothienodioxain O1CCOC2=C1C=CS2